OC(CC(=O)[O-])CCCCCCCCCCC β-hydroxy-myristate